2,2,4,4-tetramethyl-1,3-cyclobutanedione CC1(C(C(C1=O)(C)C)=O)C